2-chloro-4-(1-isopropyl-1H-1,2,3-triazol-4-yl)pyrimidine ClC1=NC=CC(=N1)C=1N=NN(C1)C(C)C